C(C)(C)(C)C=1C=C(C=C(C1O)C)CCC(=O)OCCOCCOCCOC(CCC1=CC(=C(C(=C1)C)O)C(C)(C)C)=O triethylene glycol bis[3-(3-tert-butyl-5-methyl-4-hydroxyphenyl) propanoate]